Tert-butyl 2-(6-cyano-1-(2-(3-fluoro-2-methoxyphenyl)-2-((tetrahydro-2H-pyran-4-yl) oxy) ethyl)-5-methyl-2,4-dioxo-1,2-dihydrothieno[2,3-d]pyrimidin-3(4H)-yl)-2-methylpropanoate C(#N)C1=C(C2=C(N(C(N(C2=O)C(C(=O)OC(C)(C)C)(C)C)=O)CC(OC2CCOCC2)C2=C(C(=CC=C2)F)OC)S1)C